2-((6-methoxy-[1,1'-biphenyl]-2-yl)amino)benzoic acid COC1=CC=CC(=C1C1=CC=CC=C1)NC1=C(C(=O)O)C=CC=C1